5-(2-fluoro-6-(4-(trifluoromethyl)-1H-pyrazol-1-yl)phenyl)pyridine 1-oxide FC1=C(C(=CC=C1)N1N=CC(=C1)C(F)(F)F)C=1C=CC=[N+](C1)[O-]